C(CC)(=O)OCC1=CC(=C(C(=C1)C(C)(C)C)O)C(C)(C)C (3,5-di-tert-butyl-4-hydroxybenzyl) propionate